C(#N)C=1C=C(C=NC1N1N=CC=N1)NC(=O)C=1C=NN(C1C(F)(F)F)C1=C2C(=NC=C1)C=NN2 N-(5-cyano-6-(2H-1,2,3-triazol-2-yl)pyridin-3-yl)-1-(1H-pyrazolo[4,3-b]pyridin-7-yl)-5-(trifluoromethyl)-1H-pyrazole-4-carboxamide